6-aminohexyl-triphenyl-phosphonium bromide [Br-].NCCCCCC[P+](C1=CC=CC=C1)(C1=CC=CC=C1)C1=CC=CC=C1